N-(1-((R)-3,3-difluorocyclopentyl)-2-oxo-1,2-dihydropyridin-3-yl)-2-((1S,6R)-6-(difluoromethyl)-3-azabicyclo[4.1.0]heptan-3-yl)-4-((N-methylsulfamoyl)amino)benzamide FC1(C[C@@H](CC1)N1C(C(=CC=C1)NC(C1=C(C=C(C=C1)NS(NC)(=O)=O)N1C[C@H]2C[C@]2(CC1)C(F)F)=O)=O)F